C(C)S(=O)(=O)C1=NN2C(N=CC=C2OC)=C1C1=NC=2C(=NC=C(C2)C(F)(F)F)N1C 2-(2-(ethylsulfonyl)-7-methoxypyrazolo[1,5-a]pyrimidin-3-yl)-3-methyl-6-(trifluoromethyl)-3H-imidazo[4,5-b]pyridine